4-((2-(4-methoxybenzyl)-1-oxo-1,2-dihydroisoquinolin-8-yl)amino)-N-methylpyridazine-3-carboxamide COC1=CC=C(CN2C(C3=C(C=CC=C3C=C2)NC2=C(N=NC=C2)C(=O)NC)=O)C=C1